methyl 2-(1-benzyl-5-methyl-4-oxo-3-piperidyl)acetate C(C1=CC=CC=C1)N1CC(C(C(C1)C)=O)CC(=O)OC